1-methyl-N-(3-(3-(piperidine-1-carbonyl)pyrazolo[1,5-a]pyridin-5-yl)-1H-pyrrolo[2,3-b]pyridin-5-yl)piperidine-4-carboxamide CN1CCC(CC1)C(=O)NC=1C=C2C(=NC1)NC=C2C2=CC=1N(C=C2)N=CC1C(=O)N1CCCCC1